CC1=C(C(=NC(=C1)C1=C(C=CC=C1)OC)C(=O)O)O.OCC(NCC(=O)O)(CO)CO N-tri(hydroxymethyl)methylglycine methyl-3-hydroxy-6-(2-methoxyphenyl)picolinate